FC1=NNC2=CC(=CC=C12)/C=C/C(=O)NC=1C(=NC(=CC1C)OC)C (E)-3-(3-fluoro-1H-indazol-6-yl)-N-(6-methoxy-2,4-dimethylpyridin-3-yl)acrylamide